N-{3-[(2S,3S,4R,5R)-5-{[bis(4-methoxyphenyl)(phenyl)methoxy]methyl}-4-{[(2-cyanoethoxy)(diisopropylamino)phosphanyl]oxy}-3-methoxyoxolan-2-yl]propyl}hexadecanamide COC1=CC=C(C=C1)C(OC[C@@H]1[C@H]([C@H]([C@@H](O1)CCCNC(CCCCCCCCCCCCCCC)=O)OC)OP(N(C(C)C)C(C)C)OCCC#N)(C1=CC=CC=C1)C1=CC=C(C=C1)OC